The molecule is a 2-trans-abscisate obtained by removal of a proton from the carboxy group of (R)-2-trans-abscisic acid. It is a conjugate base of a (R)-2-trans-abscisic acid. It is an enantiomer of a (S)-2-trans-abscisate. CC1=CC(=O)CC([C@@]1(/C=C/C(=C/C(=O)[O-])/C)O)(C)C